tert-butyl N-[(1r,4r)-4-{4-[3-(propan-2-yl)-[1,2,4]triazolo[4,3-a]pyridin-6-yl]benzenesulfonyl}cyclohexyl]carbamate CC(C)C1=NN=C2N1C=C(C=C2)C2=CC=C(C=C2)S(=O)(=O)C2CCC(CC2)NC(OC(C)(C)C)=O